2-(1-(2-fluoro-4-bromobenzyl)-4-oxo-1,2-dihydro-quinazolin-3(4H)-yl)acetic acid FC1=C(CN2CN(C(C3=CC=CC=C23)=O)CC(=O)O)C=CC(=C1)Br